N-({2,3-difluoro-4-[5-(trifluoromethyl)-1,2,4-oxadiazol-3-yl]phenyl}methyl)butanamide tert-butyl-3-(1H-pyrrolo[3,2-b]pyridine-3-yl)-2,5-dihydro-1H-pyrrole-1-carboxylate C(C)(C)(C)OC(=O)N1CC(=CC1)C1=CNC=2C1=NC=CC2.FC2=C(C=CC(=C2F)C2=NOC(=N2)C(F)(F)F)CNC(CCC)=O